1-(1-(2-fluoroacryloyl)azetidin-3-yl)-N-(4-(oxetan-3-ylcarbamoyl)phenyl)-3-(4-(trifluoromethyl)phenyl)-1H-indazole-7-carboxamide FC(C(=O)N1CC(C1)N1N=C(C2=CC=CC(=C12)C(=O)NC1=CC=C(C=C1)C(NC1COC1)=O)C1=CC=C(C=C1)C(F)(F)F)=C